IC12CC(C1)(C2)C(F)(F)F 1-iodo-3-(trifluoromethyl)bicyclo[1.1.1]pentane